4-(3-(perfluoroethyl)phenyl)butanoic acid FC(C(F)(F)F)(C=1C=C(C=CC1)CCCC(=O)O)F